O([C@@H]1[C@H](O)[C@@H](O)[C@H](O)[C@H](O1)CO)C1=CC=C(C=C1)[N+](=O)[O-] p-nitrophenyl α-D-glucopyranoside